ClC=1C(=C(C=CC1C#C)OCC1=CC=C(C=C1)OC)OCC1=CC=C(C=C1)OC 4,4'-(((3-chloro-4-ethynyl-1,2-phenylene)bis(oxy))bis(methylen))bis(methoxybenzene)